Trans-benzyl (4-hydroxypyrrolidin-3-yl)carbamate 2,2,2-trifluoroacetate FC(C(=O)O)(F)F.O[C@H]1[C@@H](CNC1)NC(OCC1=CC=CC=C1)=O